3-((1-(6-chloro-2,5-dimethylpyrimidin-4-yl)piperidin-4-yl)oxy)benzonitrile ClC1=C(C(=NC(=N1)C)N1CCC(CC1)OC=1C=C(C#N)C=CC1)C